ClC1=C(C(=CC=C1)Cl)B(C1=C(C(=CC(=C1F)Cl)Cl)F)C1=C(C(=CC(=C1F)Cl)Cl)F (2,6-dichlorophenyl)bis(3,5-dichloro-2,6-difluorophenyl)borane